C(C)S(=O)[O-].[Na+] Sodium ethyl-sulfinate